[2-(5-fluoro-1H-1,3-benzodiazol-2-yl)ethyl]-6-methyl-4-[(1-methylcyclopropyl)amino]furo[2,3-d]pyrimidine-5-carboxamide FC1=CC2=C(NC(=N2)CCC=2N=C(C3=C(N2)OC(=C3C(=O)N)C)NC3(CC3)C)C=C1